CC(C)(C)[S@](=O)N[C@H]1C2=CC=CC=C2CC12CCNCC2 (S)-2-methyl-N-[(1R)-spiro[indan-2,4'-piperidin]-1-yl]propane-2-sulfinamide